N-(2-(4-(4-acetylpiperazine-1-yl)piperidine-1-yl)-5-((6-((R)-3-(2,3-dichlorophenyl)isoxazolidine-2-yl)pyrimidine-4-yl)amino)-4-methoxyphenyl)acrylamide C(C)(=O)N1CCN(CC1)C1CCN(CC1)C1=C(C=C(C(=C1)OC)NC1=NC=NC(=C1)N1OCC[C@@H]1C1=C(C(=CC=C1)Cl)Cl)NC(C=C)=O